[O-2].[Ga+3].[In+3].[O-2].[O-2] Indium Gallium Oxide